N-(7-[1,4]Dioxan-2-yl-4-methoxy-thiazolo[4,5-c]pyridin-2-yl)-terephthalamic acid O1C(COCC1)C=1C2=C(C(=NC1)OC)N=C(S2)NC(C2=CC=C(C(=O)O)C=C2)=O